C(C)C12CC(CN2C(C2=C1SC(=C2)C2=NC(=NC=C2C(F)(F)F)NC2CCN(CC2)S(=O)(=O)C=2C=NN(C2)C)=O)O 8a-Ethyl-7-hydroxy-2-(2-((1-((1-methyl-1H-pyrazol-4-yl)sulfonyl)piperidin-4-yl)amino)-5-(trifluoromethyl)pyrimidin-4-yl)-6,7,8,8a-tetrahydro-4H-thieno[2,3-a]pyrrolizin-4-one